C1(NC=C2N=C3C(=NC=C21)C=CC=C3)=O Pyrrolo[3,4-b][1,5]benzodiazepinone